C(C)(C)(C)OC(=O)N1CC2(C1)CCN(C2)C=2N=C1[C@H]3C([C@@H](CC1=CC2F)C3)(C)C tert-butyl-7-[(1R,9R)-5-fluoro-10,10-dimethyl-3-azatricyclo[7.1.1.02,7]undeca-2,4,6-trien-4-yl]-2,7-diazaspiro[3.4]octane-2-carboxylate